O1CCN(CCC1)C1C[C@H]2C([C@H]2C1)C1=CC(=NN1C(C)C)C1=CC=C(C#N)C=C1 4-(5-((1r,3r,5s,6r)-3-(1,4-oxaazepan-4-yl)bicyclo[3.1.0]hexane-6-yl)-1-isopropyl-1H-pyrazol-3-yl)benzonitrile